(S)-N-((R)-4,4-difluoro-1-methylpyrrolidin-3-yl)-1-(4-fluorophenyl)-3,4-dihydroisoquinoline FC1([C@@H](CN(C1)C)N1[C@H](C2=CC=CC=C2CC1)C1=CC=C(C=C1)F)F